C(C)OC=1C(=C(C=C(C1C)C1=C(C=CC(=C1)C)S(=O)(=O)[O-])C1=C(C=CC(=C1)C)S(=O)(=O)[O-])C=O 5-ethoxy-4-formyl-6-methyl-1,3-phenylenebis(4-methylbenzenesulfonate)